C(C1=CC=CC=C1)OC1=NC(=CC=C1C1=NN(C2=CC(=C(C=C12)F)Br)C)OCC1=CC=CC=C1 3-[2,6-Bis(benzyloxy)pyridin-3-yl]-6-bromo-5-fluoro-1-methylindazole